N[C@H](C(=O)O)CNC(\C=C\C=C\C)=O (S)-2-amino-3-((2e,4e)-hex-2,4-dienamido)propionic acid